mercaptophenylpropanediol SC(C(O)(O)C1=CC=CC=C1)C